CC=1C(=CC=C2C(=CC(OC12)=O)N)OC(=O)C1=COC=C1 8-methyl-4-amino-7-(3-furoyloxy)coumarin